NC=1C(NC=CC1)=O 3-amino-1,2-dihydropyridine-2-one